BrC1=C(C=C(C(=N1)C1=CC=CC=C1)NC(OC1=CC=CC=C1)=O)C phenyl (6-bromo-5-methyl-2-phenylpyridin-3-yl)carbamate